C(C)(C)C=1C(=CC2=C(N(C(N2)=O)[C@@H]2CN(CCC2)CC2COCC2)C1)C=1C=C(C=2N(C1)N=CN2)OC 6-isopropyl-5-(8-methoxy-[1,2,4]triazolo[1,5-a]pyridin-6-yl)-1-((3S)-1-((tetrahydrofuran-3-yl)methyl)piperidin-3-yl)-1,3-dihydro-2H-benzo[d]imidazol-2-one